N=1C=C(N2N=CC=CC21)C#CC2=C(C=CC=1C(=NOC12)NC1=CC(=CC=C1)C(Cl)(Cl)Cl)C 7-(imidazo[1,2-b]pyridazin-3-ylethynyl)-6-methyl-N-(3-(trichloromethyl)phenyl)benzo[d]isoxazol-3-amine